NC1=NC=2C=C(C(=CC2C2=C1C=NN2C)C(=O)N([C@H]2COC1=NC(=CC=C12)C(F)(F)F)C)F 4-amino-7-fluoro-N,1-dimethyl-N-((3R)-6-(trifluoromethyl)-2,3-dihydrofuro[2,3-b]pyridin-3-yl)-1H-pyrazolo[4,3-c]-quinoline-8-carboxamide